4-Ethyl-iodobenzene C(C)C1=CC=C(C=C1)I